4-((4-bromophenoxy)methyl)-1-(methylsulfonyl)piperidine BrC1=CC=C(OCC2CCN(CC2)S(=O)(=O)C)C=C1